FC(C(=O)NN)(C)F 2,2-difluoropropanehydrazide